C(=O)O.ClC1=CC(=C(C(=O)NC(C)C)C=C1)C1=CC=C2C(=CN=NC2=C1)NCC1=C(C=C(C=C1)OC)OC 4-chloro-2-[4-[(2,4-dimethoxyphenyl)methylamino]cinnolin-7-yl]-N-prop-2-yl-benzamide formate salt